3,6-dibromo-5-methoxy-3H-2-benzofuran-1-one BrC1OC(C2=C1C=C(C(=C2)Br)OC)=O